OC1=C(C=C(C(=C1)O)C(C)C)C1=NN=C(N1C1=CC=C(CN2CCC(CC2)C(=O)O)C=C1)O 1-(4-(3-(2,4-dihydroxy-5-isopropylphenyl)-5-hydroxy-4H-1,2,4-triazol-4-yl)benzyl)piperidine-4-carboxylic acid